(3-methylpyridin-2-yl)-4-(5-((tetrahydro-2H-pyran-4-yl)oxy)pyridin-2-yl)thiazol-2-amine CC=1C(=NC=CC1)C1=C(N=C(S1)N)C1=NC=C(C=C1)OC1CCOCC1